9,10-dichloro-5-(2,2-difluoroethyl)-5-methyl-3-(trifluoromethyl)-5,6-dihydrobenzo[4,5]imidazo[2,1-a]isoquinoline ClC1=CC2=C(N=C3N2CC(C=2C=C(C=CC32)C(F)(F)F)(C)CC(F)F)C=C1Cl